B(O)(O)CCCCC(C(=O)O)(NC)CCN1CCC(CC1)C1=CC=C(C=C1)Cl 6-borono-2-(2-(4-(4-chlorophenyl)piperidin-1-yl)ethyl)-2-(methylamino)hexanoic acid